(3,5-bis(trifluoromethyl)phenyl)(3,4,5-trifluorophenyl)isopropoxyborane FC(C=1C=C(C=C(C1)C(F)(F)F)B(OC(C)C)C1=CC(=C(C(=C1)F)F)F)(F)F